ClC=1C=C(C(=NC1)OC=1C(=C(C=NC1)\C=N\NS(=O)(=O)C1=CC=C(C=C1)C)C)F N-[(E)-[5-[(5-chloro-3-fluoro-2-pyridinyl)oxy]-4-methyl-3-pyridinyl]methyleneamino]-4-methyl-benzenesulfonamide